benzyl 4-[(2-oxo-4-piperidyl)methyl]piperazine-1-carboxylate O=C1NCCC(C1)CN1CCN(CC1)C(=O)OCC1=CC=CC=C1